F[C@@H]1[C@H](CN(CC1)C=1C=CC(=NC1)NC=1C=CC(=C2CNC(C12)=O)C1=CN=C2N1C=CC(=C2F)C)O 7-((5-((3S,4S)-4-fluoro-3-hydroxypiperidin-1-yl)pyridin-2-yl)amino)-4-(8-fluoro-7-methylimidazo[1,2-a]pyridin-3-yl)isoindolin-1-one